FC(C1=CC2=C(N=C(N=C2)NC=2C=CC(=C3CCOC32)C(=O)OC)N1CC1=NC=CN=C1N(S(=O)(=O)C)C)F 4-methyl 7-((6-(difluoromethyl)-7-((3-(N-methylmethylsulfonamido)pyrazin-2-yl)methyl)-7H-Pyrrolo[2,3-d]pyrimidin-2-yl)amino)-2,3-dihydrobenzofuran-4-carboxylate